C(=C)OC=1C=C(C=CC1)C1=CC=CC=C1 3-vinyloxy-1,1'-biphenyl